(1S,2R)-N-(3-(2,6-dimethoxyphenyl)-1H-pyrrolo[2,3-b]pyridin-6-yl)-2-(piperazin-1-ylmethyl)cyclopropane-1-carboxamide COC1=C(C(=CC=C1)OC)C1=CNC2=NC(=CC=C21)NC(=O)[C@@H]2[C@@H](C2)CN2CCNCC2